C(C)(C)(C)OC(N(C)CCN1N=C(C=C1)N)=O.N1CC2(C=3C=NC(=CC31)NC(C)=O)CC2 N-(1',2'-dihydrospiro[cyclopropan-1,3'-pyrrolo[3,2-c]pyridin]-6'-yl)acetamide tert-butyl-N-[2-(3-aminopyrazol-1-yl)ethyl]-N-methyl-carbamate